guanidine, imidazolium salt N1C=[NH+]C=C1.NC(=N)N